9-(2,4-dimethoxybenzyl)-2-(2-isopropylpyridin-3-yl)-9H-pyrido[4',3':4,5]pyrrolo[2,3-d]pyrimidine COC1=C(CN2C3=C(C4=C2N=C(N=C4)C=4C(=NC=CC4)C(C)C)C=CN=C3)C=CC(=C1)OC